ClC1=NC(=C2N=CN(C2=N1)C1=NC=C(C=C1)F)N/N=C/C1=CC(=CC=C1)C (E)-2-Chloro-9-(5-fluoropyridin-2-yl)-6-(2-(3-methylbenzylidene)hydrazinyl)-9H-purine